1,3-bis(3-bromophenyl)propane-1,3-dione BrC=1C=C(C=CC1)C(CC(=O)C1=CC(=CC=C1)Br)=O